ClC1=C(C=CC(=C1)CO)NC(=O)[C@H](C)NC(=O)[C@H](C(C)C)NC(CCCCCN1C(C=CC1=O)=O)=O N-[(1S)-1-{[(1S)-1-{[2-chloro-4-(hydroxymethyl)phenyl]carbamoyl}ethyl]carbamoyl}-2-methylpropyl]-6-(2,5-dioxopyrrol-1-yl)hexanamide